[Ca].[Ce].[C] carbon cerium-calcium